ClC=1C=C(C(=O)NCCN2CCC(CC2)CC2=CC(=C(C=C2)Cl)Cl)C=CC1Cl 3,4-dichloro-N-(2-(4-(3,4-dichloro-benzyl)piperidin-1-yl)ethyl)benzamide